5-(2-Chloroethyl)-2-(2,4-dioxotetrahydropyrimidin-1(2H)-yl)isoindoline-1,3-dione ClCCC=1C=C2C(N(C(C2=CC1)=O)N1C(NC(CC1)=O)=O)=O